ClC=1N=CC2=C(N1)NC(CC2)=O 2-chloro-5H,6H,7H,8H-pyrido[2,3-d]pyrimidin-7-one